N1(CCCC1)CCCCC(=O)OC(COC(CCC(OCCCCCCCC)OCCCCCCCC)=O)C(COC(CCCCCCC\C=C/C\C=C/CCCCC)=O)OC(CCCCN1CCCC1)=O 1-((4,4-bis(octyloxy)butanoyl)oxy)-4-(((9Z,12Z)-octadeca-9,12-dienoyl)oxy)-butane-2,3-diyl bis(5-(pyrrolidin-1-yl)pentanoate)